C(C1=CC=CC=C1)OC1=C(N(C(=CC1=O)C)CCCC)CNC(C1=CC(=CC=C1)OC)=O N-((3-(benzyloxy)-1-butyl-6-methyl-4-oxo-1,4-dihydropyridin-2-yl)methyl)-3-methoxybenzamide